N-[(E)-methoxyimino-methyl]-4-[5-(trifluoromethyl)-1,2,4-oxadiazol-3-yl]benzamide CO\N=C\NC(C1=CC=C(C=C1)C1=NOC(=N1)C(F)(F)F)=O